5-(4-((5-cyclopropyl-3-(2,6-dichlorophenyl)isoxazol-4-yl)methoxy)piperidin-1-yl)picolinic acid hydrazide C1(CC1)C1=C(C(=NO1)C1=C(C=CC=C1Cl)Cl)COC1CCN(CC1)C=1C=CC(=NC1)C(=O)NN